C(=O)(O)COC1=C(C(=CC(=C1)CCCCC)O)[C@@H]1C=C(C[C@H]1C(=C)C)C(=O)O (3R,4R)-3-(2-(carboxymethoxy)-6-hydroxy-4-pentylphenyl)-4-(prop-1-en-2-yl)cyclopent-1-ene-1-carboxylic acid